C(CCC)OCCCCCO butoxyamyl alcohol